8-bromo-3,4-dihydro-2H-1,4-benzoOxazine BrC1=CC=CC=2NCCOC21